2-(((benzyloxy) carbonyl) amino)-7-azabicyclo[2.2.1]heptane-7-carboxylate C(C1=CC=CC=C1)OC(=O)NC1C2CCC(C1)N2C(=O)[O-]